N-(6-(cyclopropylmethoxy)-2-((1r,4r)-4-((1-(2,2,2-trifluoroacetyl)azetidin-3-yl)oxy)cyclohexyl)-2H-indazol-5-yl)pyrazolo[1,5-a]pyrimidine-3-carboxamide C1(CC1)COC=1C(=CC2=CN(N=C2C1)C1CCC(CC1)OC1CN(C1)C(C(F)(F)F)=O)NC(=O)C=1C=NN2C1N=CC=C2